COC(CC1=CC=C(C=C1)F)=O 2-(4-fluorophenyl)acetic acid methyl ester